6-(Phenylmethoxy)-4,4,8-trifluoro-7-[(2-methoxy-2-oxoethyl)amino]-3,4-dihydroisoquinoline-2(1H)-carboxylic acid tert-butyl ester C(C)(C)(C)OC(=O)N1CC2=C(C(=C(C=C2C(C1)(F)F)OCC1=CC=CC=C1)NCC(=O)OC)F